3-chloro-4-((1-(4-methoxybenzyl)-6-oxo-4-(1,1,2,2-tetrafluoroethyl)-1,6-dihydropyrimidin-5-yl)oxy)-5-methylbenzonitrile ClC=1C=C(C#N)C=C(C1OC1=C(N=CN(C1=O)CC1=CC=C(C=C1)OC)C(C(F)F)(F)F)C